(1r,2s)-2-[[4-[2-hydroxy-4-(trifluoromethyl)phenyl]phthalazin-1-yl]amino]cycloheptan OC1=C(C=CC(=C1)C(F)(F)F)C1=NN=C(C2=CC=CC=C12)NC1CCCCCC1